2-fluoro-5-[(3-tert-butoxycarbonyl-4-oxo-3,4-dihydrobenzopyridazin-1-yl)methyl]benzonitrile FC1=C(C#N)C=C(C=C1)CN1NC(C(C2=C1C=CC=C2)=O)C(=O)OC(C)(C)C